rac-N-(4-((((1r,4r)-4-aminocyclohexyl)methyl)carbamoyl)-3-chlorophenyl)-5-(1-cyclopropyl-3-(trifluoromethyl)-1H-pyrazol-4-yl)-1-methyl-1H-imidazole-2-carboxamide hydrochloride Cl.NC1CCC(CC1)CNC(=O)C1=C(C=C(C=C1)NC(=O)C=1N(C(=CN1)C=1C(=NN(C1)C1CC1)C(F)(F)F)C)Cl